tert-Butyl (4-((8S,11R,13S,14S)-17-hydroxy-13-methyl-3-oxo-2,3,6,7,8,11,12,13,14,15,16,17-dodecahydro-1H-cyclopenta[a]phenanthren-11-yl)phenyl)carbamate OC1CC[C@H]2[C@@H]3CCC4=CC(CCC4=C3[C@H](C[C@]12C)C1=CC=C(C=C1)NC(OC(C)(C)C)=O)=O